[6-(5-cyclopropyl-4H-1,2,4-triazol-3-yl)-2-azaspiro[3.3]heptan-2-yl]-[3-[[2-fluoro-4-(trifluoromethoxy)phenyl]methylamino]azetidin-1-yl]methanone C1(CC1)C=1NC(=NN1)C1CC2(CN(C2)C(=O)N2CC(C2)NCC2=C(C=C(C=C2)OC(F)(F)F)F)C1